[Na+].C(=O)([O-])C1=C(C=C(C=C1OC)C)S(=O)(=O)[O-].[Na+] 2-carboxyl-methoxy-5-methyl-benzenesulfonic acid sodium salt